(bromomethyl)-3-methoxy-2-nitropyridine BrCC1=C(C(=NC=C1)[N+](=O)[O-])OC